6-azido-1,4-dimethyl-4,6,7,8-tetrahydropyrazolo[4,3-b]azepin-5(1H)-one N(=[N+]=[N-])C1CCC2=C(N(C1=O)C)C=NN2C